N-(1-carbamoyl-2-phenylethyl)butyramide tris(1-chloro-2-propyl)phosphate ClCC(C)OP(=O)(OC(CCl)C)OC(CCl)C.C(N)(=O)C(CC1=CC=CC=C1)NC(CCC)=O